N-((1S,2R)-2-(6-fluoro-2,3-dimethylphenyl)-1-(5-oxo-4,5-dihydro-1,3,4-oxadiazol-2-yl)propyl)-4-methoxypiperidine-1-sulfonamide FC1=CC=C(C(=C1[C@H]([C@@H](C=1OC(NN1)=O)NS(=O)(=O)N1CCC(CC1)OC)C)C)C